ClC1=C(C=CC=C1)C(C(=O)O)(F)F 2-(2-chlorophenyl)-2,2-difluoroacetic acid